(ethylamino)methyldivinylbenzene C(C)NCC=1C(=C(C=CC1)C=C)C=C